di-tert-butyl (S)-3-(1-(1-(5-bromo-1-ethyl-2-(2-((S)-1-hydroxyethyl)pyridin-3-yl)-1H-indol-3-yl)-2-methylpropan-2-yl)-1H-1,2,3-triazol-4-yl)tetrahydropyridazine-1,2-dicarboxylate BrC=1C=C2C(=C(N(C2=CC1)CC)C=1C(=NC=CC1)[C@H](C)O)CC(C)(C)N1N=NC(=C1)[C@H]1N(N(CCC1)C(=O)OC(C)(C)C)C(=O)OC(C)(C)C